C(C)C1(CCNCC1)C(=O)N(CC(NC=1C=C2C[C@]3(C(NC4=NC=CC=C43)=O)CC2=CC1)=O)CC1=C(CN(C(OC(C)(C)C)=O)C)C=CC=C1 (R)-tert-Butyl 2-((4-ethyl-N-(2-oxo-2-((2'-oxo-1,1',2',3-tetrahydrospiro[indene-2,3'-pyrrolo[2,3-b]pyridin]-5-yl)amino)ethyl)piperidine-4-carboxamido)methyl)benzyl(methyl)carbamate